FC=1C(=CC=2C3=C(NC(C2C1)=O)COC[C@H]3N(C(=O)C3(CC1=CC(=C(C=C1C3)F)F)O)C)F (S)-N-(8,9-Difluoro-6-oxo-1,4,5,6-tetrahydro-2H-pyrano[3,4-c]isoquinolin-1-yl)-5,6-difluoro-2-hydroxy-N-methyl-2,3-dihydro-1H-indene-2-carboxamide